11-[2-[2-[(diethylamino)methyl]-1-piperidinyl]acetyl]-5,11-dihydro-6H-pyrido[2,3-b][1,4]benzodiazepin-6-one C(C)N(CC)CC1N(CCCC1)CC(=O)N1C2=C(NC(C3=C1C=CC=C3)=O)C=CC=N2